3-(β-D-glucopyranosyloxy)-5-methyl-4-[(4-cyclopropylphenyl)methyl]-1H-pyrazole [C@@H]1([C@H](O)[C@@H](O)[C@H](O)[C@H](O1)CO)OC1=NNC(=C1CC1=CC=C(C=C1)C1CC1)C